N1(C=NC2=C1C=CC=C2)CC(=O)N2[C@@H](C[C@H](C2)F)C(=O)N[C@H](C2=CC=CC=C2)C2=NC(=C(C=C2)C2CC2)F (2S,4R)-1-[2-(1H-1,3-benzodiazol-1-yl)acetyl]-N-[(R)-(5-cyclopropyl-6-fluoropyridin-2-yl)(phenyl)methyl]-4-fluoropyrrolidine-2-carboxamide